3-(3-amino-5-fluoro-anilino)piperidine-2,6-dione NC=1C=C(NC2C(NC(CC2)=O)=O)C=C(C1)F